(3-(4-(1-(2,6-dioxopiperidin-3-yl)-3-methyl-2-oxo-2,3-dihydro-1H-benzo[d]imidazol-5-yl)phenyl)propynyl)piperazine-1-carboxylic acid tert-butyl ester C(C)(C)(C)OC(=O)N1C(CNCC1)C#CCC1=CC=C(C=C1)C1=CC2=C(N(C(N2C)=O)C2C(NC(CC2)=O)=O)C=C1